C1(CC1)C(=O)N(C(=O)C1CC1)C1=NC=C(C(=N1)C1=CC=C(C=C1)F)C=1C=C2C(=NC=NC2=CC1)C N-(Cyclopropylformyl)-N-(4-(4-fluorophenyl)-5-(4-methyl-quinazolin-6-yl)pyrimidin-2-yl)cyclopropylcarboxamide